ClC1=NNC2=CC3=C(C=C12)N(C(=C3CCC(=O)OC)C(C)C)C3=CC=C(C=C3)F methyl 3-[3-chloro-5-(4-fluorophenyl)-6-isopropyl-1H-pyrrolo[2,3-f]indazol-7-yl]propanoate